tert-butyl {2-[bis(2-thienylmethyl)amino]-2-oxoethyl}methylcarbamate S1C(=CC=C1)CN(C(CN(C(OC(C)(C)C)=O)C)=O)CC=1SC=CC1